CN1N=C(C=2C1=NN=C(C2)C=2C(NC(NC2)=O)=O)O[C@@H](C)C2=NC(=CC=C2)C 5-[1-methyl-3-[(1S)-1-(6-methyl-2-pyridyl)ethoxy]pyrazolo[3,4-c]pyridazin-5-yl]-1H-pyrimidine-2,4-dione